(Z)-N'-hydroxy-1-(o-tolyl)cyclopropane-1-carboximidamide O\N=C(/N)\C1(CC1)C1=C(C=CC=C1)C